cis-2-[8-dimethylamino-3-[(4-methoxyphenyl)-methyl]-2-oxo-8-phenyl-1,3-diazaspiro[4.5]decan-1-yl]-N,N-dimethyl-acetamide CN(C1(CCC2(CN(C(N2CC(=O)N(C)C)=O)CC2=CC=C(C=C2)OC)CC1)C1=CC=CC=C1)C